di-tert-butyl (3-methylbenzyl)phosphonate CC=1C=C(CP(OC(C)(C)C)(OC(C)(C)C)=O)C=CC1